1,8-bis-(dimethylamino)-naphthalene CN(C1=CC=CC2=CC=CC(=C12)N(C)C)C